tert-butyl 4-(2-(4-fluorophenyl)-2-((4-(trifluoromethoxy)phenyl)sulfonamido)ethyl)piperazine-1-carboxylate FC1=CC=C(C=C1)C(CN1CCN(CC1)C(=O)OC(C)(C)C)NS(=O)(=O)C1=CC=C(C=C1)OC(F)(F)F